ClC=1C=C2C(=NC1)C(=CO2)C=2C=C(C=CC2)C(=O)C2=CC=CC=C2 (3-(6-chlorofuro[3,2-b]pyridin-3-yl)phenyl)(phenyl)methanone